C(C)(C)(C)[S@](=O)N[C@H](CC#N)C1=CC=2N(N=C1)C=C(N2)[C@H](C2CCC(CC2)(F)F)NC(OC(C)(C)C)=O |o1:7| tert-Butyl ((S)-(7-((R*)-1-(((S)-tert-butylsulfinyl)amino)-2-cyanoethyl)imidazo[1,2-b]pyridazin-2-yl)(4,4-difluorocyclohexyl)methyl)carbamate